C(#N)C1=CC(=C(C=C1)COC1=CC=CC(=N1)N1C2CN(CC1CC2)CC=2N(C1=C(N2)C=CC(=C1)C(=O)O)CC=1OC=CN1)F 2-[(8-{6-[(4-cyano-2-fluorophenyl)methoxy]pyridin-2-yl}-3,8-diazabicyclo[3.2.1]octan-3-yl)methyl]-3-(1,3-oxazol-2-ylmethyl)-1,3-benzodiazole-5-carboxylic acid